N-((2-(1H-pyrazol-1-yl)phenyl)methyl-d2)-2-(4-aminopiperidin-1-yl)-9-isopropyl-9H-purin-6-amine N1(N=CC=C1)C1=C(C=CC=C1)C(NC1=C2N=CN(C2=NC(=N1)N1CCC(CC1)N)C(C)C)([2H])[2H]